[4-[[Tert-butyl(dimethyl)silyl]oxymethyl]cyclohexyl]methanol [Si](C)(C)(C(C)(C)C)OCC1CCC(CC1)CO